OC=1C(=NON1)C(=O)O 4-HYDROXY-FURAZAN-3-CARBOXYLIC ACID